CNC(OC1COC1)=O Oxetan-3-yl N-methylcarbamate